FC1=CC=C(C=C1)C1=NN2C(OCC3(COC3)C2)=C1C1=C2C(=NC=C1)NN=C2 2-(4-Fluorophenyl)-3-(1H-pyrazolo[3,4-b]pyridin-4-yl)spiro[5,7-dihydropyrazolo[5,1-b][1,3]oxazine-6,3'-oxetane]